N7-(cis-1-hydroxyindan-2-yl)-2-(methoxymethyl)pyrazolo[1,5-a]pyrimidine-3,7-dicarboxamide O[C@H]1[C@H](CC2=CC=CC=C12)NC(=O)C1=CC=NC=2N1N=C(C2C(=O)N)COC